(1S,2R)-2-((S)-8-(((S)-1-Acetylpyrrolidin-3-yl)oxy)-1-((1,3-dioxoisoindolin-2-yl)methyl)-1,2,3,4-tetrahydroisochinolin-2-carbonyl)cyclohexan C(C)(=O)N1C[C@H](CC1)OC=1C=CC=C2CCN([C@@H](C12)CN1C(C2=CC=CC=C2C1=O)=O)C(=O)C1CCCCC1